[4-(2-morpholin-2-yl-3H-imidazo[4,5-b]pyridin-7-yl)-1-piperidyl]-[4-(trifluoromethoxy)phenyl]methanone N1CC(OCC1)C1=NC=2C(=NC=CC2C2CCN(CC2)C(=O)C2=CC=C(C=C2)OC(F)(F)F)N1